C1OC2=C(C3=CC(=CC=C3C=C2O1)C1=CC=C(C=C1)C1CCC(CC1)CCC)C1=CC=CC2=CC=CC=C12 methylenedioxy-7-[4-(4-propyl-cyclohexyl)phenyl]-[1,1']binaphthyl